ClC=1C=C(C=CC1)C1=NC(=NC(=N1)C1=CC=CC=C1)C1=CC=CC=2C3=CC=CC=C3NC12 (4-(3-chlorophenyl)-6-phenyl-1,3,5-triazin-2-yl)-9H-carbazole